1-(1-(2-trifluoromethyl-4-nitrophenyl)piperidin-4-yl)-4-methylpiperazine FC(C1=C(C=CC(=C1)[N+](=O)[O-])N1CCC(CC1)N1CCN(CC1)C)(F)F